CN(C)CC=1N(C(=CN1)C1=CC=C(OC2=C(C=O)C=CC(=C2)F)C=C1)C 2-(4-(2-((dimethylamino)methyl)-1-methyl-1H-imidazol-5-yl)phenoxy)-4-fluorobenzaldehyde